BrC1=C(C=C(C=C1)C=1C=C(C=2N(C1)C=C(N2)C)C(F)(F)F)OCOC 6-(4-bromo-3-(methoxymethoxy)phenyl)-2-methyl-8-(trifluoromethyl)imidazo[1,2-a]pyridine